quinazolineid N1=[C-]N=CC2=CC=CC=C12